(5Z)-5-[(3-methoxy-4-{[4-(trifluoromethyl)phenoxy]methyl}phenyl)methylidene]-1,3-thiazolidine-2,4-dione COC=1C=C(C=CC1COC1=CC=C(C=C1)C(F)(F)F)\C=C/1\C(NC(S1)=O)=O